N-((6-(4-cyanophenyl)-4-(1-(difluoromethyl)-1H-pyrazol-3-yl)pyridin-3-yl)methyl)acrylamide C(#N)C1=CC=C(C=C1)C1=CC(=C(C=N1)CNC(C=C)=O)C1=NN(C=C1)C(F)F